6-(3-amino-6-(2-((dimethylamino)methyl)-4-(tetrahydro-2H-pyran-4-yl)phenyl)pyrazin-2-yl)-7-fluoro-3,4-dihydroisoquinolin-1(2H)-one NC=1C(=NC(=CN1)C1=C(C=C(C=C1)C1CCOCC1)CN(C)C)C=1C=C2CCNC(C2=CC1F)=O